C(C)(C)(C)OC(=O)NC1=CC(=C(C=N1)N1C=C(C(C2=CC(=C(N=C12)N1CC2=CC=CC(=C2C1)F)Cl)=O)C(=O)O)C 1-(6-((tert-butoxy-carbonyl)amino)-4-methylpyridin-3-yl)-6-chloro-7-(4-fluoroisoindolin-2-yl)-4-oxo-1,4-dihydro-1,8-naphthyridine-3-carboxylic acid